[N+](=O)([O-])C1=C(N[C@H]2C[C@H](C2)C(=O)[O-])C=CC=C1 cis-3-(2-nitroanilino)cyclobutanecarboxylate